2,6-di-tert-butyl-4-(thiophen-2-ylmethyl)cyclohex-2,5-dien-1-one boron [B].C(C)(C)(C)C=1C(C(=CC(C1)CC=1SC=CC1)C(C)(C)C)=O